5-bromo-6-methoxy-N-(2-oxoethyl)nicotinamide BrC=1C(=NC=C(C(=O)NCC=O)C1)OC